NCC12OCC(C1)(C2)C#N 1-(aminomethyl)-2-oxabicyclo[2.1.1]hexane-4-carbonitrile